[N+](=O)([O-])C1=C(C=CC(=C1)S(F)(F)(F)(F)F)O 2-nitro-4-(pentafluorosulfanyl)phenol